CN[C@@H](C(C(N)=O)O)C(=O)O N(α)-methyl-β-hydroxy-asparagine